FC1=C(C(=CC=C1)C(F)(F)F)NC1=NC(=NC=C1C(=O)N)NC1=C(C=C2CCN(CC2=C1)CC(C)(C)O)OC 4-((2-Fluoro-6-(trifluoromethyl)phenyl)amino)-2-((2-(2-hydroxy-2-methylpropyl)-6-methoxy-1,2,3,4-tetrahydroisoquinolin-7-yl)amino)pyrimidine-5-carboxamide